triethylhydroxytin C(C)[Sn](O)(CC)CC